(1S)-4-(4-amino-6-{6-[2-(tert-butyldimethylsilyl)ethynyl]-4-methylpyridin-3-yl}-7-methyl-7H-pyrrolo[2,3-d]pyrimidin-5-yl)cyclohex-3-ene-1-carboxylic acid NC=1C2=C(N=CN1)N(C(=C2C2=CC[C@H](CC2)C(=O)O)C=2C=NC(=CC2C)C#C[Si](C)(C)C(C)(C)C)C